COC=1C=C2C=C(C=NC2=CC1OC)O[C@@H]1CC[C@H](CC1)N1C(N(CC1=O)C=1C=NC=C(C1)C(F)(F)F)=O 3-{trans-4-[(6,7-dimethoxy-3-quinolinyl)oxy]cyclohexyl}-1-[5-(trifluoromethyl)-3-pyridinyl]-2,4-imidazolidinedione